COC=1C=C2[C@]3(C(NC2=CC1)=O)[C@@H](C3)C3=CC=C1C(=NNC1=C3)NC3=NC(=NC(=C3)N3CCOCC3)C(C)C (1R,2S)-5'-methoxy-2-(3-{[6-(morpholin-4-yl)-2-(propan-2-yl)pyrimidin-4-yl]amino}-1H-indazol-6-yl)spiro[cyclopropane-1,3'-indol]-2'(1'H)-one